NC1=NC=CC=C1C1=NC=2C(=NC(=CC2)C2=CC=CC=C2)N1C1=CC=C(C(=O)NCC2=CC(=C(C=C2)C2OCCO2)O[Si](C)(C)C(C)(C)C)C=C1 4-(2-(2-aminopyridin-3-yl)-5-phenyl-3H-imidazo[4,5-b]pyridin-3-yl)-N-(3-((tert-butyldimethylsilyl)oxy)-4-(1,3-dioxolan-2-yl)benzyl)benzamide